FC1=C(C(=O)N)C=C(C=C1)C[C@@H]1CC[C@H](CC1)C(=O)N1OCC[C@H]1C1=CC=C(C=C1)F trans-2-fluoro-5-[[4-[(3S)-3-(4-fluorophenyl)isoxazolidine-2-carbonyl]cyclohexyl]methyl]benzamide